(2R)-1-Benzyl 4-tert-butyl 2-(((3-(tert-butoxy)-2-methyl-3-oxopropyl)amino)methyl)piperazine-1,4-dicarboxylate C(C)(C)(C)OC(C(CNC[C@H]1N(CCN(C1)C(=O)OC(C)(C)C)C(=O)OCC1=CC=CC=C1)C)=O